methyl α-(hydroxymethyl)acrylate OCC(C(=O)OC)=C